7-((1H-imidazol-1-yl)methyl)-2-(6-hydroxy-7-methoxyquinazolin-4-yl)-5-(1-methyl-3-(trifluoromethyl)-1H-pyrazol-4-yl)-3,4-dihydroisoquinolin-1(2H)-one N1(C=NC=C1)CC1=CC(=C2CCN(C(C2=C1)=O)C1=NC=NC2=CC(=C(C=C12)O)OC)C=1C(=NN(C1)C)C(F)(F)F